ethyl 4-chlorobicyclo[4.2.0]octa-1,3,5-triene-7-carboxylate ClC1=CC=C2CC(C2=C1)C(=O)OCC